[2-(9H-carbazol-9-yl)butyl]phosphonic acid C1=CC=CC=2C3=CC=CC=C3N(C12)C(CP(O)(O)=O)CC